COC(=O)C=1C=NN(C1)CCOCCOCCOCCOCC#C.C(COCCOCCOCCOCC#C)N1N=CC(=C1)C(=O)O (3,6,9,12-Tetraoxapentadec-14-yn-1-yl)-1H-pyrazole-4-carboxylic acid methyl-1-(3,6,9,12-Tetraoxapentadec-14-yn-1-yl)-1H-pyrazole-4-carboxylate